6-chloro-3-iodo-1-(tetrahydro-2H-pyran-2-yl)-1H-pyrazolo[3,4-b]pyridine ClC1=CC=C2C(=N1)N(N=C2I)C2OCCCC2